2'-chloro-N-(5-chloro-6-(4-((R)-1-hydroxyethyl)-2H-1,2,3-triazol-2-yl)pyridin-3-yl)-6',7'-dihydrospiro[cyclobutane-1,8'-cyclopenta[e]pyrazolo[1,5-a]pyrimidine]-6'-carboxamide ClC1=NN2C(N=CC3=C2C2(CC3C(=O)NC=3C=NC(=C(C3)Cl)N3N=CC(=N3)[C@@H](C)O)CCC2)=C1